C([O-])([O-])=O.[Na+].COC1=C(C=C(C=N1)C1=CC[C@@H](CN1C(=O)OC(C)(C)C)C)C.[Na+] |r| tert-Butyl rac-(3S)-6-(6-methoxy-5-methyl-3-pyridyl)-3-methyl-3,4-dihydro-2H-pyridine-1-carboxylate Sodium carbonate